C(C)NCC1=C(C=C(C=C1)N1N=C2C(=CC=CC2=C1)C(=O)N)C(F)(F)F 2-[4-[(ethylamino)methyl]-3-(trifluoromethyl)phenyl]-2H-indazole-7-carboxamide